[2H]C(N1N=CC2=CC=C(C=C12)C1=NC(=NC(=N1)N)N)([2H])[2H] 6-[1-(trideuteriomethyl)indazol-6-yl]-1,3,5-triazine-2,4-diamine